Pyrimidine-4-ol N1=CN=C(C=C1)O